C(CC)(=O)OC[C@H]1O[C@@]([C@@H]([C@@H]1O)O)(C#N)C1=CC=C2C(=NC=NN21)NC([C@H](CC2=CC=C(C=C2)F)N)=O ((2R,3S,4R,5R)-5-(4-((S)-2-amino-3-(4-fluorophenyl)propanamido)pyrrolo[2,1-f][1,2,4]triazin-7-yl)-5-cyano-3,4-dihydroxytetrahydrofuran-2-yl)methyl propionate